1,6-bis(2-propyn-1-ylthio)naphthalene methyl-6-((1-acetylazetidin-3-yl)amino)-2-(thiazol-5-yl)pyrimidine-4-carboxylate COC(=O)C1=NC(=NC(=C1)NC1CN(C1)C(C)=O)C1=CN=CS1.C(C#C)SC1=CC=CC2=CC(=CC=C12)SCC#C